7-cyclopropyl-N-ethyl-5-(4-(2-(isopropylamino)-2-oxoethyl)piperazin-1-yl)thieno[3,2-b]pyridine-3-carboxamide C1(CC1)C1=C2C(=NC(=C1)N1CCN(CC1)CC(=O)NC(C)C)C(=CS2)C(=O)NCC